C1CCC2=C(C=3CCCC3C=C12)NC(=O)NS(=O)(=O)\C=C\C1(N(CC1)CCSC)C (E)-N-((1,2,3,5,6,7-Hexahydro-s-indacen-4-yl)carbamoyl)-2-(2-methyl-1-(2-(methylthio)ethyl)azetidin-2-yl)ethen-1-sulfonamid